(4Z)-4-(6-Isoquinolylmethylene)-2-[[(3R)-tetrahydrofuran-3-yl]amino]-1H-imidazol-5-one C1=NC=CC2=CC(=CC=C12)\C=C\1/N=C(NC1=O)N[C@H]1COCC1